C1(=CC=C(C2=CC=CC=C12)S(=O)(=O)[O-])S(=O)(=O)[O-] 1,4-naphthalenedisulfonic acid anion